1-isopropyl-5-methyl-3-(2-Ethylphenyl)-pyrazol-4-ol C(C)(C)N1N=C(C(=C1C)O)C1=C(C=CC=C1)CC